COC1=C(C=CC(=C1)N1CCOCC1)NC1=NC2=C(C(=CC=C2C=N1)C)C=1C=C(C=CC1)NC(C=C)=O N-(3-(2-((2-methoxy-4-morpholinylphenyl)amino)-7-methylquinazolin-8-yl)phenyl)acrylamide